5,5-dihydroxyvaleraldehyde OC(CCCC=O)O